FC(C1=CC=C(C=C1)CC=1C=2N(C=CC1)N=CC2C(=O)N[C@H](C)C2=CC=C(C(=O)OC)C=C2)(F)F methyl 4-[(1R)-1-[[4-[[4-(trifluoromethyl) phenyl]methyl]pyrazolo[1,5-a]pyridine-3-carbonyl]amino]ethyl]benzoate